BrC1=CC=C(C2=C1OCCCO2)C(=O)OCC ethyl 9-bromo-3,4-dihydro-2H-benzo[b][1,4]dioxepin-6-carboxylate